BrC1=C(C=CC(=C1O)OC)\C=C\C(\C=C\C1=C(C(=C(C=C1)OC)O)Br)=O (1e,4e)-1,5-bis(2-bromo-hydroxy-4-methoxyphenyl)penta-1,4-dien-3-one